ClC1=CC(=C(S1)C1=NC(=C(C=C1)OC1OCCCC1)C)C=NO 5-chloro-2-(6-methyl-5-((tetrahydro-2H-pyran-2-yl)oxy)pyridin-2-yl)thiophene-3-carbaldehyde oxime